1-Ethyl 5-pyrrolidin-1-ylpyrazolo[1,5-a]pyrimidine-3-carboxylate N1(CCCC1)C1=NC=2N(C=C1)N=CC2C(=O)OCC